C1(=CCCC1)C1=C(C(=O)O)C(=CC=N1)C1=C(C=CC=C1)F 2-(cyclopent-1-en-1-yl)-4-(2-fluorophenyl)nicotinic acid